ClC1=CC=C(CN2C(N(C(NC2=NC2=CC=C(C=C2)OC2=NC=CC=C2)=O)C[C@@H]2[C@@H](C2)C(=O)O)=O)C=C1 |r| (+-)-cis-2-((3-(4-chlorobenzyl)-2,6-dioxo-4-(4-(pyridin-2-yloxy)phenylimino)-1,3,5-triazin-1-yl)methyl)cyclopropanecarboxylic acid